N-[3-(pyridin-3-yl)-1-[[2-(trimethylsilyl)ethoxy]methyl]pyrrolo[2,3-b]pyridin-6-yl]cyclopropanecarboxamide N1=CC(=CC=C1)C1=CN(C2=NC(=CC=C21)NC(=O)C2CC2)COCC[Si](C)(C)C